CC=1C=C(C=CC1C=1CCNCC1)NC(=O)C1=CC=C2CCNCC2=C1 1,2,3,4-tetrahydro-isoquinoline-7-carboxylic acid [3-methyl-4-(1,2,3,6-tetrahydro-pyridin-4-yl)-phenyl]-amide